Cl.C12CC(CC(CCC1)N2)N(C=2SC1=C(C=NC(=C1)C1=CC3=CN(N=C3C(=C1)C#N)C)N2)C 5-{2-[9-azabicyclo[3.3.1]non-3-yl-(methyl)amino][1,3]thiazolo[4,5-c]pyridin-6-yl}-2-methyl-2H-indazole-7-carbonitrile hydrochloride